(5-(5-(2-methyl-5,6,7,8-tetrahydroimidazo[1,2-a]pyrazine-7-carbonyl)-1H-pyrrolo[2,3-b]pyridin-3-yl)pyrazolo[1,5-a]pyridin-3-yl)(morpholino)methanone CC=1N=C2N(CCN(C2)C(=O)C=2C=C3C(=NC2)NC=C3C3=CC=2N(C=C3)N=CC2C(=O)N2CCOCC2)C1